(R)-4-(1-acetyl-4-acryloylpiperazin-2-yl)-6-chloro-N-((1-hydroxycyclopropyl)methyl)-[2,4'-bipyridine]-2'-carboxamide C(C)(=O)N1[C@@H](CN(CC1)C(C=C)=O)C1=CC(=NC(=C1)Cl)C1=CC(=NC=C1)C(=O)NCC1(CC1)O